C1(CC1)C(C=1C=NC(=CC1)C1=CC=CC=C1)N C-cyclopropyl-C-(6-phenyl-pyridin-3-yl)-methylamine